((3R,4S)-3-amino-4-fluoropiperidin-1-yl)(2-(1-ethyl-1H-indol-2-yl)-1-methyl-1H-benzo[d]imidazol-5-yl)methanone hydrochloride salt Cl.N[C@@H]1CN(CC[C@@H]1F)C(=O)C1=CC2=C(N(C(=N2)C=2N(C3=CC=CC=C3C2)CC)C)C=C1